3-(tert-butoxycarbonyl)-3-azabicyclo[3.2.1]octane-8-carboxylic acid C(C)(C)(C)OC(=O)N1CC2CCC(C1)C2C(=O)O